3,7-dimethyl-2-octanol CC(C(C)O)CCCC(C)C